dimethyl-oxophosphorane CP(=O)C